8-cyclopropyl-9-methyl-7-(3-(6-methylpyridin-3-yl)-7,8-dihydro-1,6-naphthyridin-6(5H)-yl)-4H-pyrimido[1,2-b]pyridazin-4-one C1(CC1)C1=C(C=2N(N=C1N1CC=3C=C(C=NC3CC1)C=1C=NC(=CC1)C)C(C=CN2)=O)C